isooctanoic acid tert-Butyl ester C(C)(C)(C)OC(CCCCC(C)C)=O